4,5-dibromo-3,3-dimethylvaleryl chloride BrC(C(CC(=O)Cl)(C)C)CBr